2-chloro-7-(4-(1-methyl-4-(trifluoromethyl)-1H-imidazol-2-yl)benzyl)-5H-pyrrolo[3,2-d]pyrimidine ClC=1N=CC2=C(N1)C(=CN2)CC2=CC=C(C=C2)C=2N(C=C(N2)C(F)(F)F)C